C1(=CC=CC=C1)C(N1CCN(CC1)C(=O)C=1C=NC(=NC1)N)C1=CC=CC=C1 5-[4-(diphenylmethyl)piperazine-1-carbonyl]pyrimidin-2-amine